N-(1-cyanocyclopropyl)-3-(5-(difluoromethyl)-1,3,4-thiadiazol-2-yl)-8-((3R)-3-methyl-4-(1,1,1-trifluoropropan-2-yl)piperazin-1-yl)imidazo[1,5-a]pyridine-6-sulfonamide C(#N)C1(CC1)NS(=O)(=O)C=1C=C(C=2N(C1)C(=NC2)C=2SC(=NN2)C(F)F)N2C[C@H](N(CC2)C(C(F)(F)F)C)C